O[C@]1(C(N([C@H]2C[C@@H]12)C)=O)C#CC=1C=C(C=CC1)C=1N=C(N2C1C=C(C=C2)OC)C(=O)N 1-(3-(((1S,4S,5R)-4-hydroxy-2-methyl-3-oxo-2-azabicyclo[3.1.0]hex-4-yl)ethynyl)phenyl)-7-methoxyimidazo[1,5-a]pyridine-3-carboxamide